O1N=CCC1C(=O)[O-] 4,5-dihydro-1,2-oxazole-5-carboxylate